(pyridin-2-yl)pyrrolidine-2,4-dicarboxamide N1=C(C=CC=C1)N1C(CC(C1)C(=O)N)C(=O)N